C1(=CC=CC=C1)NC(=C(C)N(C=O)CCC)C N-(3-(phenylamino)but-2-en-2-yl)-N-propylcarboxamide